C1(=CC=CC=C1)C=1C(=NC(=C(N1)C1=CC=CC=C1)C1=CC=CC=C1)C1=CC=C(C=C1)C1=NC2=C3N=CC=CC3=CC=C2C=C1 2-(4-(3,5,6-triphenylpyrazin-2-yl)phenyl)-1,10-phenanthroline